C12(CC(C1)C2)NC=2C1=C(N=C(N2)NC=2C(=CC(=C(C2)NC(C=C)=O)N(C)CCN(C)C)OC)NC=C1 N-(5-((4-(bicyclo[1.1.1]pentan-1-ylamino)-7H-pyrrolo[2,3-d]pyrimidin-2-yl)amino)-2-{(2-(dimethylamino)ethyl)(methyl)amino}-4-methoxyphenyl)acrylamide